(1R,2S)-5'-methoxy-2-{3-[(5-methoxy-2-methylpyrimidin-4-yl)amino]-1H-indazol-6-yl}spiro[cyclopropan-1,3'-indol]-2'(1'H)-one COC=1C=C2[C@]3(C(NC2=CC1)=O)[C@@H](C3)C3=CC=C1C(=NNC1=C3)NC3=NC(=NC=C3OC)C